C(C)(C)(C)OC(=O)N1CCC(CC1)[C@H](F)C1=CC(=CC=C1)COC1=C(C=C(C=C1)Cl)C#N (S)-4-((3-((4-chloro-2-cyanophenoxy)methyl)phenyl)fluoromethyl)piperidine-1-carboxylic acid tert-butyl ester